2-[(1S,4S,5R)-5-[(3-cyclohexyl-5-cyclopropyl-1,2-oxazol-4-yl)methoxy]-2-azabicyclo[2.2.1]Heptane-2-yl]-4-(trifluoromethoxy)-1,3-benzothiazole-6-carboxylic acid methyl ester COC(=O)C1=CC2=C(N=C(S2)N2[C@@H]3C[C@H]([C@H](C2)C3)OCC=3C(=NOC3C3CC3)C3CCCCC3)C(=C1)OC(F)(F)F